(R)-1-(1-(1H-pyrazolo[3,4-b]pyridin-5-yl)piperidin-4-yl)-3-(5-(tert-butyl)-1-(tetrahydrofuran-3-yl)-1H-pyrazol-3-yl)-1-methylurea N1N=CC=2C1=NC=C(C2)N2CCC(CC2)N(C(=O)NC2=NN(C(=C2)C(C)(C)C)[C@H]2COCC2)C